pyridotriazole N1N=NC2=C1C=CC=N2